N1=CN=C(C2=C1NC1=C2C=NC=C1)N 9H-pyrido[3',4':4,5]pyrrolo[2,3-d]pyrimidin-4-amine